FC=1C(=CC2=C(OCC(N2CC#C)=O)C1)C1=C(C(=C(C(=C1F)F)F)F)F 7-fluoro-6-(perfluorophenyl)-4-(prop-2-yn-1-yl)-2H-benzo[B][1,4]oxazin-3(4H)-one